ClC1=C(NC2=NSC3=C2C=C(C=C3)Cl)C=CC=C1C1=CC=CC=C1 3-(2-Chloro-3-phenylanilino)-5-chlorobenzisothiazole